C(CCC)OC=1N=C(C2=C(N1)C(=CN2)CC2=CC=C(C=C2)CN2CCN(CC2)C(C)C)N 2-butoxy-7-(4-((4-isopropylpiperazin-1-yl)methyl)benzyl)-5H-pyrrolo[3,2-d]pyrimidin-4-amine